C(C)(=O)OC=1C=C2C(=CN(C2=CC1)C(=O)OC(C)(C)C)CC(=O)N(C)C tert-Butyl 5-acetoxy-3-(2-(dimethylamino)-2-oxoethyl)-1H-indole-1-carboxylate